methyl 2-(hydroxymethyl)-5,6,7,8-tetrahydro-[1,2,4]triazolo[1,5-a]pyridine-6-carboxylate OCC1=NN2C(CCC(C2)C(=O)OC)=N1